C[N+](C)(C)C.C(CN(CC(=O)[O-])CC(=O)[O-])N(CC(=O)[O-])CC(=O)[O-].C[N+](C)(C)C.C[N+](C)(C)C.C[N+](C)(C)C ethylenediaminetetraacetic acid tetramethylammonium salt